CC1=NOC(=C1C1=NC2=CC=CC=C2C(=N1)N)C (3,5-dimethylisoxazol-4-yl)quinazolin-4-amine